N-(4-fluoro-5-((2-fluorobenzyl)carbamoyl)-2-methylphenyl)-2-methylthiazole-5-carboxamide FC1=CC(=C(C=C1C(NCC1=C(C=CC=C1)F)=O)NC(=O)C1=CN=C(S1)C)C